(E)-N-(8-(methylamino)-5-(prop-1-en-1-yl)-2,7-naphthyridin-3-yl)cyclopropanecarboxamide CNC=1N=CC(=C2C=C(N=CC12)NC(=O)C1CC1)\C=C\C